(S)-3-(2-(5-(2-Methylpyridin-4-yl)hexahydropyrrolo[3,4-c]pyrrol-2(1H)-yl)ethyl)-2-oxaspiro[4.5]decan-1-on CC1=NC=CC(=C1)N1CC2C(C1)CN(C2)CC[C@H]2OC(C1(C2)CCCCC1)=O